5-(4-bromophenyl)-2H-tetrazole BrC1=CC=C(C=C1)C=1N=NNN1